C(C)OC1=NC(=CC(=C1)C1=NC(=C(C(=C1)N(C)CC1(CCC1)COC)[N+](=O)[O-])N)C(F)(F)F 2'-ethoxy-N4-{[1-(methoxymethyl)cyclobutyl]methyl}-N4-methyl-5-nitro-6'-(trifluoromethyl)[2,4'-bipyridine]-4,6-diamine